(Z)-3-(((2S,3R)-3-butyl-2-fluoro-7-(methylthio)-1,1-dioxido-5-phenyl-2,3,4,5-tetrahydrobenzo[b][1,4]thiazepin-8-yl)oxy)-2-fluoroacrylic acid C(CCC)[C@@H]1CN(C2=C(S([C@@H]1F)(=O)=O)C=C(C(=C2)SC)O\C=C(\C(=O)O)/F)C2=CC=CC=C2